FC(C=1C=C(C=C(C1)C(F)(F)F)B(C1=C(C=CC(=C1)C(F)(F)F)C(F)(F)F)C1=C(C=CC(=C1)C(F)(F)F)C(F)(F)F)(F)F (3,5-bis(trifluoromethyl)phenyl)bis(2,5-bis(trifluoromethyl)phenyl)borane